3-methyl-5-(N-(3-(thiophen-2-yl)phenethyl)sulfamoyl)benzofuran-2-carboxylic acid CC1=C(OC2=C1C=C(C=C2)S(NCCC2=CC(=CC=C2)C=2SC=CC2)(=O)=O)C(=O)O